C(#N)C1=CC(=C(C=C1)COC1=NN(C=C1)C1CCN(CC1)CC=1N(C2=C(N1)C=CC(=C2)C(=O)OC)C[C@H]2OCCC2)F methyl 2-[[4-[3-[(4-cyano-2-fluoro-phenyl)methoxy]pyrazol-1-yl]-1-piperidyl]methyl]-3-[[(2S)-tetrahydrofuran-2-yl]methyl]benzimidazole-5-carboxylate